C(#N)C1=C(C=C(C=C1)N1C(OC(C1)C(=O)N1CCN(CC1)C#N)C(F)(F)F)C(F)(F)F 4-(3-(4-Cyano-3-(trifluoromethyl)phenyl)-2-(trifluoromethyl)oxazolidin-5-carbonyl)piperazin-1-carbonitril